9-bromo-7,12-dihydro-10-hydroxy-indolo[3,2-d][1]benzazepin-6(5H)-one BrC=1C=C2C(=CC1O)NC1=C2CC(NC2=C1C=CC=C2)=O